d-(+)-Glucose C([C@H]([C@H]([C@@H]([C@H](C=O)O)O)O)O)O